4-amino-N-(2-fluoro-4-(trifluoromethyl)benzyl)-N-(3-methyloxetan-3-yl)imidazo[1,5-a]quinoxaline-8-carboxamide NC=1C=2N(C3=CC(=CC=C3N1)C(=O)N(C1(COC1)C)CC1=C(C=C(C=C1)C(F)(F)F)F)C=NC2